3-(2,6-Difluorophenyl)-1-((4-(morpholine-4-carbonyl)phenyl)amino)-6,7-dihydroimidazo[1,5-a]pyrazine-8(5H)-one FC1=C(C(=CC=C1)F)C1=NC(=C2N1CCNC2=O)NC2=CC=C(C=C2)C(=O)N2CCOCC2